FC(CCC(CO)O)(C(C(C(C(C(C(C(F)(F)F)(F)F)(F)F)(F)F)(F)F)(F)F)(F)F)F 3,3,4,4,5,5,6,6,7,7,8,8,9,9,10,10,10-heptadecafluorodecylethylene glycol